BrC=1C(=NC(=NC1)NC1=CC(=C2C=NNC2=C1)C)NC1=C(C=CC=C1)CNS(=O)=O N-(2-((5-bromo-2-((4-methyl-1H-indazol-6-yl)amino)pyrimidin-4-yl)amino)phenyl)methylsulfonamide